O1C2=C(CC1)C(=C1CCCC1=C2)NC(=O)NS(=O)(=O)C2=CC=1CN3CCC(C1O2)CC3 N-((3,5,6,7-tetrahydro-2H-indeno[5,6-b]furan-4-yl)carbamoyl)-4,6,7,8-tetrahydro-5,8-ethanofuro[3,2-c]azepine-2-sulfonamide